2-[3-(difluoromethoxy)-5-methyl-pyrazol-1-yl]-6-[5-[(6-methylpyridazin-3-yl)amino]-6-(oxetan-3-yloxy)benzimidazol-1-yl]pyridine-3-carbonitrile FC(OC1=NN(C(=C1)C)C1=NC(=CC=C1C#N)N1C=NC2=C1C=C(C(=C2)NC=2N=NC(=CC2)C)OC2COC2)F